3,3',3'',3''',3''''-(heptane-1,2,3,5,7-pentaylpentakis(oxy))pentapropanenitrile C(C(C(CC(CCOCCC#N)OCCC#N)OCCC#N)OCCC#N)OCCC#N